C1(=CC=CC=C1)C=1C2=C(CC3=C(N1)C=CC=C3)C=C3CCCC3=C2 6-Phenyl-8,9,10,12-tetrahydrobenzo[b]indeno[5,6-e]azepine